FC1=C(C=CC=C1C[C@@H]1N(C[C@@H]([C@@H]1NS(=O)(=O)CC)F)C(=O)[C@@H]1OCCC1)C1=CC(=CC(=C1)C)F N-{(2S,3R,4S)-2-[(2,3'-difluoro-5'-methyl[1,1'-biphenyl]-3-yl)methyl]-4-fluoro-1-[(2R)-oxolane-2-carbonyl]pyrrolidin-3-yl}ethanesulfonamide